FC1=CC=C(CN2N=C3C(=C2)CN(C3)C3=NC=CC(=N3)C#N)C=C1 (2-(4-Fluorobenzyl)-2,6-dihydropyrrolo[3,4-c]pyrazol-5(4H)-yl)pyrimidine-4-carbonitrile